5-amino-1-methylpyridine NC=1C=CCN(C1)C